hydroquinonecarboxylate C=1(O)C(=CC(O)=CC1)C(=O)[O-]